C(#N)C1=C(C=CC=C1)N1CC2CCC(C1)N2C(=O)OC(C)(C)C tert-butyl 3-(2-cyanophenyl)-3,8-diazabicyclo[3.2.1]octane-8-carboxylate